N-(1-((1s,2s)-2-methylcyclopropyl)-2-oxo-1,2-dihydropyridin-3-yl)imidazo[1,2-a]Pyridine-6-carboxamide C[C@@H]1[C@H](C1)N1C(C(=CC=C1)NC(=O)C=1C=CC=2N(C1)C=CN2)=O